CN([C@@H](CC1=CNC=N1)C(=O)O)C([C@@H](CCC1=CC=CC=C1)NC(=O)OC(C)(C)C)=O.OC=1C=C2CCN(CC2=CN1)C(=O)C1COCCC1 (6-hydroxy-3,4-dihydro-2,7-naphthyridin-2(1H)-yl)(tetrahydro-2H-pyran-3-yl)methanone Methyl-((R)-2-((tert-butoxycarbonyl)amino)-4-phenylbutanoyl)-L-histidinate